6-benzyloxy-9-bromo-[1,2,4]triazolo[5,1-a]isoquinoline-5-carboxylic acid C(C1=CC=CC=C1)OC1=C(N2C(C3=CC(=CC=C13)Br)=NC=N2)C(=O)O